CC=1C=C(C=CC1OC1=CC2=C(N(C=N2)C)C=C1)NC1=NC=NC=C1C1=NC2(CO1)CN(CCC2)C(=O)OC(C)(C)C tert-butyl 2-(4-((3-methyl-4-((1-methyl-1H-benzo[d]imidazol-5-yl)oxy)phenyl)amino)pyrimidin-5-yl)-3-oxa-1,7-diazaspiro[4.5]dec-1-ene-7-carboxylate